nonadecylene glycol diacrylate C(C=C)(=O)OCCCCCCCCCCCCCCCCCCCOC(C=C)=O